N,N'-((methylazanediyl)bis(ethane-2,1-diyl))bis(4-methylbenzenesulfonamide) CN(CCNS(=O)(=O)C1=CC=C(C=C1)C)CCNS(=O)(=O)C1=CC=C(C=C1)C